(7R,14R)-11-(4-(1-aminocyclobutyl)-3-fluorophenyl)-1-ethynyl-6-(methyl-d3)-6,7-dihydro-7,14-methanobenzo[f]benzo[4,5]imidazo[1,2-a][1,4]diazocin-5(14H)-one NC1(CCC1)C1=C(C=C(C=C1)C1=CC2=C(N=C3N2[C@H]2C4=C(C(N([C@@H]3C2)C([2H])([2H])[2H])=O)C=CC=C4C#C)C=C1)F